3-methyl-2-(6-((1-methylpiperidin-3-yl)amino)-5-(trifluoromethyl)pyridazin-3-yl)-5-(trifluoromethyl)phenol CC=1C(=C(C=C(C1)C(F)(F)F)O)C=1N=NC(=C(C1)C(F)(F)F)NC1CN(CCC1)C